ClC1=CC(=C(OCC(=O)O)C=C1)F 2-(4-chloro-2-fluoro-phenoxy)acetic acid